trans-4-[(R)-1-aminoethyl]-N-(4-pyridyl)cyclohexaneformamide dihydrochloride Cl.Cl.N[C@H](C)[C@@H]1CC[C@H](CC1)C(=O)NC1=CC=NC=C1